methyl (2E,4E)-4-[(4-methoxyphenyl)methylene]non-2-enoate COC1=CC=C(C=C1)\C=C(\C=C\C(=O)OC)/CCCCC